7,7,8,8-tetradeuterio-9-[(4-methoxyphenyl)methyl]-N-tetrahydropyran-2-yloxy-1,4-dioxa-9-azaspiro[4.5]decane-6-carboxamide [2H]C1(C(C2(OCCO2)CN(C1([2H])[2H])CC1=CC=C(C=C1)OC)C(=O)NOC1OCCCC1)[2H]